propylterephthalic acid C(CC)C1=C(C(=O)O)C=CC(=C1)C(=O)O